C(=O)(O)CCCCCC1(C2=CC=CC=C2C=2C=CC=CC12)CCCCCC(=O)O 9,9-bis(5-carboxypentyl)fluorene